3,3-bis(4-hydroxyphenyl)-2-phenylisoindol-1-one OC1=CC=C(C=C1)C1(N(C(C2=CC=CC=C12)=O)C1=CC=CC=C1)C1=CC=C(C=C1)O